pyrazolo[1,5-a]pyridine-6-carboxamide formic acid salt C(=O)O.N1=CC=C2N1C=C(C=C2)C(=O)N